FC(C=1C(=C(C=CC1)[C@@H](C)NC=1C2=C(N=CN1)N=C(C(=C2)C2CCN(CC2)C2CCOCC2)OC)F)F (R)-N-(1-(3-(difluoromethyl)-2-fluorophenyl)ethyl)-7-methoxy-6-(1-(tetrahydro-2H-pyran-4-yl)piperidin-4-yl)pyrido[2,3-d]pyrimidin-4-amine